C1(CCCCC1)C(C(=O)N1C(CC(C1)O)C(=O)NC)N1N=NC(=C1)C=1OC=CC1 1-(2-cyclohexyl-2-(4-(furan-2-yl)-1H-1,2,3-triazol-1-yl)acetyl)-4-hydroxy-N-methylpyrrolidine-2-carboxamide